C1(CC1)C1=NC=NC(=C1C1=NC=C2C(=N1)N(N=C2)CC2=CC=C(C=C2)C=2N(C=C(N2)C(F)(F)F)C2COC2)OC 6-(4-cyclopropyl-6-methoxypyrimidin-5-yl)-1-(4-(1-(oxetan-3-yl)-4-(trifluoromethyl)-1H-imidazol-2-yl)benzyl)-1H-pyrazolo[3,4-d]pyrimidine